CC1(CC(CC1)NC(=O)C1=CC2=C(N=C(S2)C2=CC=CC=C2)N1)C N-(1,1-dimethyl-cyclopentane-3-yl)-2-phenyl-4H-pyrrolo[2,3-d]thiazole-5-formamide